CC1=CC=CC1 1-Methyl-1,3-cyclopentadiene